C(C)(=O)SCCSC(C)=O 1,2-bis(acetylthio)ethane